FC1=C(C(=CC=2C3=C(C(=NC12)O[C@@H](C)[C@H]1N(CCC1)C)N=NN3C3CCN(CC3)C(=O)OC(C)(C)C)C(F)(F)F)C=3C=CC(=C1C=CC=NC31)F tert-butyl 4-(6-fluoro-7-(5-fluoroquinolin-8-yl)-4-((S)-1-((S)-1-methylpyrrolidin-2-yl)ethoxy)-8-(trifluoromethyl)-1H-[1,2,3]triazolo[4,5-c]quinolin-1-yl)piperidine-1-carboxylate